4-[[2-(5-Chloro-2-hydroxyphenyl)acetyl]-amino]-N-[(3S)-3-(hydroxymethyl)tetrahydrofuran-3-yl]-pyridin ClC=1C=CC(=C(C1)CC(=O)NC1=CCN(C=C1)[C@]1(COCC1)CO)O